1-(tert-butoxycarbonyl)-3-pyrrolidinol C(C)(C)(C)OC(=O)N1CC(CC1)O